N-(2-(4-ethylphenyl)-2-(pyrrolidin-1-yl)ethyl)-4-(trifluoromethoxy)benzenesulfonamide C(C)C1=CC=C(C=C1)C(CNS(=O)(=O)C1=CC=C(C=C1)OC(F)(F)F)N1CCCC1